CC1(OB(OC1(C)C)C=1C=CC=C2C(=NNC12)C(=O)O)C 7-(4,4,5,5-tetramethyl-1,3,2-dioxaborolan-2-yl)-1H-indazolic acid